N-(2-(4-((1S,4S)-2-oxa-5-azabicyclo[2.2.1]heptane-5-yl)piperidine-1-yl)-5-((6-((R)-3-(4-chlorophenyl)-isoxazolidine-2-yl)pyrimidine-4-yl)amino)-4-methoxy-phenyl)acrylamide [C@@H]12OC[C@@H](N(C1)C1CCN(CC1)C1=C(C=C(C(=C1)OC)NC1=NC=NC(=C1)N1OCC[C@@H]1C1=CC=C(C=C1)Cl)NC(C=C)=O)C2